1-((trans)-4-(2-fluorophenyl)-1-(2,2,2-trifluoroethyl)pyrrolidin-3-yl)-3-(2-phenyl-2,4,5,6-tetrahydrocyclopenta[c]pyrazol-3-yl)urea FC1=C(C=CC=C1)[C@H]1[C@@H](CN(C1)CC(F)(F)F)NC(=O)NC1=C2C(=NN1C1=CC=CC=C1)CCC2